3-[4-cyano-1-[4-(trifluoromethoxy)phenyl]pyrazolo[3,4-b]pyridin-3-yl]azetidine-1-carboxylic acid tert-butyl ester C(C)(C)(C)OC(=O)N1CC(C1)C1=NN(C2=NC=CC(=C21)C#N)C2=CC=C(C=C2)OC(F)(F)F